Cl.FC1=C(C=O)C=CC(=C1)C1CNCCC1 2-FLUORO-4-(PIPERIDIN-3-YL)BENZALDEHYDE HCL